O=C1C(=C2C(=NN1)C(CC2)CN[C@H](C)C(=O)N2CCN(CC2)C2=NC=C(C#N)C=C2)C(F)(F)F 6-(4-(((3-oxo-4-(trifluoromethyl)-3,5,6,7-tetrahydro-2H-cyclopenta[c]pyridazin-7-yl)methyl)-D-alaninyl)piperazin-1-yl)nicotinonitrile